racemic-3-butyl-3-ethyl-8-hydroxy-5-(4-methoxyphenyl)-7-(methylthio)-2,3,4,5-tetrahydro-1,5-benzothiazepine 1,1-dioxide C(CCC)[C@]1(CS(C2=C(N(C1)C1=CC=C(C=C1)OC)C=C(C(=C2)O)SC)(=O)=O)CC |r|